1-(benzyloxy)-4-bromo-5-fluoro-2-methoxybenzene C(C1=CC=CC=C1)OC1=C(C=C(C(=C1)F)Br)OC